tert-butyl 1-((1-(5-(2,6-dioxopiperidin-3-yl)pyridin-2-yl)piperidin-4-yl)methyl)-4-methylpiperidine-4-carboxylate O=C1NC(CCC1C=1C=CC(=NC1)N1CCC(CC1)CN1CCC(CC1)(C(=O)OC(C)(C)C)C)=O